FC(C(C1(CC1)F)N(N)C(C1=CC=CC=C1)=O)(F)F N-(2,2,2-Trifluoro-1-(1-fluorocyclopropyl)ethyl)benzohydrazide